S1C=NC(=C1)C1=NN=C(S1)C1=CC=CC2=NOC(=C21)C(=O)N (5-(Thiazol-4-yl)-1,3,4-thiadiazol-2-yl)benzo[c]isoxazole-3-carboxamide